[Co].BrC=1C(=C(C(=NC1C=1OC=C(N1)C(C)(C)C)C=1OC=C(N1)C(C)(C)C)Br)O dibromo[2,6-bis[4-(S)-tert-butyl-2-oxazolyl]-4-hydroxypyridine] cobalt